C(C=C)(=O)OCCP(=O)=C(O)C[N+](C)(C)C 2-acryloyloxyethylphosphorylcholine